4-((3-fluoropyridin-2-yl)thio)-6-(5-methyl-1-(2-azaspiro[3.3]heptan-6-yl)-1H-pyrazol-4-yl)pyrazolo[1,5-a]pyridine-3-carbonitrile FC=1C(=NC=CC1)SC=1C=2N(C=C(C1)C=1C=NN(C1C)C1CC3(CNC3)C1)N=CC2C#N